C(C1=CC=CC=C1)C1=CN=C(S1)C1(S(CCN(C1)C(=O)C1=CC(=C(C=C1)Br)Cl)(=O)=O)C (2-(5-benzylthiazol-2-yl)-2-methyl-1,1-dioxidothiomorpholino)(4-bromo-3-chlorophenyl)methanone